C1=CC=C2C(=C1)C(=CN2)CC(=O)O indoleacetic acid